Tert-Butyl N-[(1S)-1-{[(1S)-1-cyclohexyl-2-{4-[(1-{2-[2-(2-hydroxyethoxy)ethoxy]ethyl}-2-methyl-1H-indol-5-yl)carbonyl]piperazin-1-yl}-2-oxoethyl]carbamoyl}ethyl]-N-methylcarbamate C1(CCCCC1)[C@@H](C(=O)N1CCN(CC1)C(=O)C=1C=C2C=C(N(C2=CC1)CCOCCOCCO)C)NC(=O)[C@H](C)N(C(OC(C)(C)C)=O)C